Benzyl [3-[2-[benzyl(dimethyl)azaniumyl]ethyl]-1H-indol-4-yl] phosphate P(=O)(OCC1=CC=CC=C1)(OC1=C2C(=CNC2=CC=C1)CC[N+](C)(C)CC1=CC=CC=C1)[O-]